CC=1C=C(C#N)C=C(C1)C(C)NC1=NN=C(C2=CC=C(C=C12)N1CCOCC1)C 3-methyl-5-(1-((4-methyl-7-morpholino-phthalazin-1-yl)amino)ethyl)benzonitrile